peroxydicarbonic acid diisopropyl ester C(C)(C)OC(=O)OOC(=O)OC(C)C